tert-butyl (3R)-3-[[6-(acetamidocarbamoyl)pyridine-3-carbonyl]-(3-methylthieno[3,2-c]pyridin-4-yl)amino]piperidine-1-carboxylate C(C)(=O)NNC(=O)C1=CC=C(C=N1)C(=O)N([C@H]1CN(CCC1)C(=O)OC(C)(C)C)C1=NC=CC2=C1C(=CS2)C